6-((5-methyl-3-(6-methylpyridazin-3-yl)isoxazol-4-yl)methoxy)-N-(tetrahydro-2H-pyran-4-yl)pyridazine-3-carboxamide CC1=C(C(=NO1)C=1N=NC(=CC1)C)COC1=CC=C(N=N1)C(=O)NC1CCOCC1